CN(CCC(=O)C=1SC=CC1)C 3-dimethylamino-1-(2-thienyl)-1-propanone